(2-(dibenzo[b,d]furan-4-yl)phenyl)boronic acid C1=CC=C(C=2OC3=C(C21)C=CC=C3)C3=C(C=CC=C3)B(O)O